CN1N=C(C=C1C)NC1=NC=C(C(=N1)C1=CNC2=C(C=CC=C12)NC(CN1C[C@H](CC1)OC1=NC=CC(=N1)C(=O)O)=O)C (S)-2-((1-(2-((3-(2-((1,5-dimethyl-1H-pyrazol-3-yl)amino)-5-methylpyrimidin-4-yl)-1H-indol-7-yl)amino)-2-oxoethyl)pyrrolidin-3-yl)oxy)pyrimidine-4-carboxylic acid